2-((1-(trifluoromethyl)cyclohexyl)oxy)ethan-1-ol FC(C1(CCCCC1)OCCO)(F)F